CC1=CC(CC(C1)CCC)=O 3-methyl-5-propyl-2-cyclohexen-1-one